CS(=O)(=O)N1CCNCC2=C1C=CC=C2 1-(methylsulfonyl)-2,3,4,5-tetrahydro-1H-benzo[e][1,4]diazepine